spiro[cyclopropane-1,3'-indolin] N1CC2(C3=CC=CC=C13)CC2